N-(4-(but-3-en-1-yloxy)pyridin-3-yl)-2-(pent-4-en-1-ylamino)pyrimidine-4-carboxamide C(CC=C)OC1=C(C=NC=C1)NC(=O)C1=NC(=NC=C1)NCCCC=C